C(C)NC=1N=CC(=C2C=C(N=CC12)NC(=O)C1CC1)C1=NN2C(C=CC(=C2)N2CCOCC2)=N1 N-(8-(ethylamino)-5-(6-morpholino-[1,2,4]triazolo[1,5-a]pyridin-2-yl)-2,7-naphthyridin-3-yl)cyclopropanecarboxamide